C(C)N1N=C2C=CC(=CC2=C1NC1CN(CCC1)C(C=C)=O)C1=C(C=CC=C1OC)F 1-(3-((2-ethyl-5-(2-fluoro-6-methoxyphenyl)-2H-indazol-3-yl)amino)piperidin-1-yl)prop-2-en-1-one